C(CC)OC1=C(C(=CC=C1)F)F 2,3-difluorophenyl propyl ether